CC(C)(COP(=O)(O)OP(=O)(O)OC[C@@H]1[C@H]([C@H]([C@@H](O1)N2C=NC3=C(N=CN=C32)N)O)OP(=O)(O)O)[C@H](C(=O)NCCC(=O)NCCSSCCNC(=O)CCNC(=O)[C@@H](C(C)(C)COP(=O)(O)OP(=O)(O)OC[C@@H]4[C@H]([C@H]([C@@H](O4)N5C=NC6=C(N=CN=C65)N)O)OP(=O)(O)O)O)O coenzyme A disulfide